4-((2,6-difluoro-4-(3-((1-methylethyl)sulfonamido)-1H-1,2,4-triazol-1-yl)benzyl)oxy)phenyl sulfurofluoridate S(OC1=CC=C(C=C1)OCC1=C(C=C(C=C1F)N1N=C(N=C1)NS(=O)(=O)C(C)C)F)(=O)(=O)F